C1(=CC=CC=2C3=CC=CC=C3CC12)[Ti](C)(C)NC12CC3CC(CC(C1)C3)C2 fluorenyl-adamantylamino-dimethyl-titanium